C1(CC1)C1=NN(C2=CN=C(C=C21)OC)COCC[Si](C)(C)C 3-cyclopropyl-5-methoxy-1-((2-(trimethyl-silyl)ethoxy)methyl)-1H-pyrazolo[3,4-c]pyridine